C(C)(=O)C1=NN(C2=CC=C(C=C12)C=1C=NC(=NC1)C)CC(=O)N1[C@@H]2C[C@@]2(C[C@H]1C(=O)N[C@H](C)CCC1=CC=CC=C1)C (1R,3S,5R)-2-(2-(3-acetyl-5-(2-methylpyrimidin-5-yl)-1H-indazol-1-yl)acetyl)-5-methyl-N-((R)-4-phenylbutan-2-yl)-2-azabicyclo[3.1.0]hexane-3-carboxamide